ClC1=C(C=CC(=C1)C)C=1C=C(C2=C(NC(=N2)CN2CCOCC2)C1)C(=O)O 6-(2-chloro-4-methylphenyl)-2-(morpholin-4-ylmethyl)-1H-benzoimidazole-4-carboxylic acid